ClC1=NC=C(C(=C1)OC)C=1C=NN(C1)C[C@H]1N(CC1)C (S)-2-chloro-4-methoxy-5-(1-((1-methylazetidin-2-yl)methyl)-1H-pyrazol-4-yl)pyridine